2-butyl-1-(4-((dimethylamino)methyl)benzyl)-1H-imidazo[4,5-c]quinoline-7-carboxylate C(CCC)C=1N(C2=C(C=NC=3C=C(C=CC23)C(=O)[O-])N1)CC1=CC=C(C=C1)CN(C)C